NC1=NC=NN2C1=CC=C2[C@H]2O[C@@H]([C@H]([C@H]2O)O)CO (2R,3R,4S,5R)-2-(4-aminopyrrolo[2,1-f][1,2,4]triazin-7-yl)-3,4-dihydroxy-5-(hydroxymethyl)tetrahydrofuran